BrC1=C2CCC3(C2=C(C=C1)OC)CCC1=C(C=CC(=C13)OC)Br 4,4'-dibromo-7,7'-dimethoxy-1,1'-spirobiindane